C(C)N(C=1SC(=CN1)S(=O)(=O)C1=CC=C(C=C1)CNC(=O)C=1C=C2C(=NC1)NN=C2)C N-[(4-{2-[ethyl(methyl)amino]-1,3-thiazole-5-sulfonyl}phenyl)methyl]-1H-pyrazolo[3,4-b]pyridine-5-carboxamide